COC(C)(C)C1=NC=CC(=C1)C1=NOC(=N1)[C@H](C)NC(=O)C1=CC(=NN1C)C(F)(F)F (S)-N-(1-(3-(2-(2-methoxypropan-2-yl)pyridin-4-yl)-1,2,4-oxadiazol-5-yl)ethyl)-1-methyl-3-(trifluoromethyl)-1H-pyrazole-5-carboxamide